(R)-6-((6-fluoro-2-methylpyridin-3-yl)oxy)-2-methyl-3-(1-methyl-1H-pyrazol-4-yl)-N-(3-(S-methylamino-sulfinyl)phenyl)benzamide FC1=CC=C(C(=N1)C)OC1=CC=C(C(=C1C(=O)NC1=CC(=CC=C1)[S@@](=O)NC)C)C=1C=NN(C1)C